ClC=1N=NC=CC1C(F)(F)F chloro-4-(trifluoromethyl)pyridazin